C(C)(C)(C)NC[C@H](O)C=1C(=NC=CC1)C (R)-2-(tert-butylamino)-1-(2-methyl-3-pyridyl)-1-ethanol